oxa[5]azacyclotridecine O1C=CC=NC=CC=CC=CC=C1